3-(pyridin-2-yl)-2H-chromen-2-onate N1=C(C=CC=C1)C1(C(OC2=CC=CC=C2C1)=O)C(=O)[O-]